C(C)NC(=O)C=1N=C(OC1C1=CC=CC=C1)C1=CC=C(C=C1)C(F)(F)F ethyl-5-phenyl-2-(4-(trifluoromethyl)phenyl)oxazole-4-carboxamide